COC1=CC=C(C=C1)CS (4-methoxyphenyl)methanthiol